5-chloro-6-fluoro-7-iodo-isoquinolin-3-amine ClC1=C2C=C(N=CC2=CC(=C1F)I)N